Ethyl 2-(5-acetamido-2,3-dichlorophenyl)-2,2-difluoroacetate C(C)(=O)NC=1C=C(C(=C(C1)C(C(=O)OCC)(F)F)Cl)Cl